(R)-1-ethyl-3,3-difluoro-4-((6-(2-hydroxy-6-methyl-4-(trifluoromethyl)phenyl)-2H-pyrazolo[3,4-b]pyridin-2-yl)methyl)pyrrolidin-2-one C(C)N1C(C([C@H](C1)CN1N=C2N=C(C=CC2=C1)C1=C(C=C(C=C1C)C(F)(F)F)O)(F)F)=O